5-(quinazolin-6-yl)-N-((1-(trifluoromethyl)cyclopropyl)methyl)-7H-pyrrolo[2,3-d]pyrimidin-2-amine N1=CN=CC2=CC(=CC=C12)C1=CNC=2N=C(N=CC21)NCC2(CC2)C(F)(F)F